4-bromobenzo[d]oxazol-7-ol BrC1=CC=C(C2=C1N=CO2)O